BrC1=C(C=NC(=C1)F)NC1CCOCC1 4-bromo-6-fluoro-N-(tetrahydro-2H-pyran-4-yl)pyridin-3-amine